C=C1CC1[C@@H](C(=O)O)N The molecule is a non-proteinogenic L-alpha-amino acid that is glycine in which one of the methyl hydrogens has been replaced by a 2-methylenecyclopropyl group. It has a role as a phytotoxin and a plant metabolite. It is a non-proteinogenic L-alpha-amino acid, a member of cyclopropanes and an olefinic compound.